6-(2-chloro-3-(2,3-dichloropyridin-4-yl)phenyl)imidazo[1,2-a]pyrazine-2-carbaldehyde ClC1=C(C=CC=C1C1=C(C(=NC=C1)Cl)Cl)C=1N=CC=2N(C1)C=C(N2)C=O